tert-butyl ((5-amino-3-(trifluoromethyl)pyridin-2-yl)methyl)carbamate NC=1C=C(C(=NC1)CNC(OC(C)(C)C)=O)C(F)(F)F